2-(11-ethyl-9-oxo-1-azatricyclo[6.3.1.04,12]dodeca-2,4(12),5,7-tetraen-2-yl)-7-fluoro-1-methyl-benzimidazole-5-carboxylic acid methyl ester COC(=O)C1=CC2=C(N(C(=N2)C=2N3C(CC(C4=CC=CC(C2)=C34)=O)CC)C)C(=C1)F